C(C1=CC=CC=C1)N(C1=NC=2N(C(=C1)C=1C=NNC1)N=C(C2)C(=O)N)C 5-(benzyl(methyl)amino)-7-(1H-pyrazol-4-yl)pyrazolo[1,5-a]pyrimidine-2-carboxamide